C(C1=CC=CC=C1)N1CC=2C(=NC=CC2C1=O)N[C@@H](C)C1=CC=C(C=C1)OC1=CC=C(C=C1)C (S)-2-benzyl-4-((1-(4-(p-tolyloxy)phenyl)ethyl)amino)-2,3-dihydro-1H-pyrrolo[3,4-c]pyridin-1-one